C(C1=CC=CC=C1)OC1=C(C=CC=C1)NC(=S)NC1=CC=C(C=C1)[N+](=O)[O-] 2-benzyloxyphenyl-3-(4-nitrophenyl)thiourea